Methyl 5-(aminomethyl)-4-[(benzyloxy)carbonyl]tetrahydrothiophene-3-carboxylate (trifluoroacetate) FC(C(=O)O)(F)F.NCC1C(C(CS1)C(=O)OC)C(=O)OCC1=CC=CC=C1